methyl 4-(3-((1-(4-chloro-2-methoxyphenyl)-2-oxo-2-(6-(trifluoro-methoxy) indolin-1-yl) ethyl) amino)-5-methoxyphenoxy)-2,2-dimethylbutyrate ClC1=CC(=C(C=C1)C(C(N1CCC2=CC=C(C=C12)OC(F)(F)F)=O)NC=1C=C(OCCC(C(=O)OC)(C)C)C=C(C1)OC)OC